4-methyltetrahydro-2H-pyran-4-ol CC1(CCOCC1)O